(R)-3-hydroxy-2-methylpropionate OC[C@H](C(=O)[O-])C